3-(4-Chloro-phenyl)-adamantane-1-carboxylic acid 4-dimethylamino-benzylamide CN(C1=CC=C(CNC(=O)C23CC4(CC(CC(C2)C4)C3)C3=CC=C(C=C3)Cl)C=C1)C